(S)-5-(6-methoxypyridazin-4-yl)-2-(6-(3-((1-methylcyclobutyl)amino)pyrrolidin-1-yl)pyridazin-3-yl)phenol COC1=CC(=CN=N1)C=1C=CC(=C(C1)O)C=1N=NC(=CC1)N1C[C@H](CC1)NC1(CCC1)C